2-[(3R)-3-({6-[2-hydroxy-4-(trifluoromethyl)phenyl]-5-methylpyridazin-3-yl}amino)piperidin-1-yl]-N-methyl-N-[(1r,4r)-4-hydroxycyclohexyl]acetamide OC1=C(C=CC(=C1)C(F)(F)F)C1=C(C=C(N=N1)N[C@H]1CN(CCC1)CC(=O)N(C1CCC(CC1)O)C)C